C(#N)C(C(=O)OCS(=O)(=O)O)=C sulfomethyl cyanoacrylate